C(C=CC=CC)(=O)[O-] hexa-2,4-dienoate